BrC=1C=C(C=C2C1N(C(C21CCOCC1)=O)C)CO 7-bromo-5-(hydroxymethyl)-1-methyl-2',3',5',6'-tetrahydrospiro[indoline-3,4'-pyran]-2-one